6-(4-(4-Cyano-2,6-dimethylphenyl)-5-hydroxy-1H-pyrazol-1-yl)nicotinic acid C(#N)C1=CC(=C(C(=C1)C)C=1C=NN(C1O)C1=NC=C(C(=O)O)C=C1)C